2-cyano-1-(3-methoxyphenyl)vinylboronic acid C(#N)C=C(C1=CC(=CC=C1)OC)B(O)O